BrC1=CC=C(OC[C@@H]2COC[C@H](O2)CO)C=C1 ((2r,6s)-6-((4-bromophenoxy)methyl)-1,4-dioxan-2-yl)methanol